[Pd].C(C1=CC=CC=C1)=CC(=O)C(CC1=CC=CC=C1)=CC1=CC=CC=C1.C(C1=CC=CC=C1)=CC(=O)C(CC1=CC=CC=C1)=CC1=CC=CC=C1 bis(dibenzylidenebenzyl-acetone) palladium